diethyl rel-(2S,4R)-1-benzylazetidine-2,4-dicarboxylate C(C1=CC=CC=C1)N1[C@@H](C[C@@H]1C(=O)OCC)C(=O)OCC |o1:8,10|